2-[2-(2-methoxyethoxy)acetyl]-5-({2-[2-(2-methoxyethoxy)acetyl]-1,3-dioxo-2,3-dihydro-1H-inden-5-yl}oxy)-2,3-dihydro-1H-indene-1,3-dione COCCOCC(=O)C1C(C2=CC=C(C=C2C1=O)OC=1C=C2C(C(C(C2=CC1)=O)C(COCCOC)=O)=O)=O